4-((3-(5-fluoropyrimidin-2-yl)-2-methoxyphenyl)amino)-N-(methyl-d3)-6-((1-methyl-1H-pyrazol-3-yl)amino)nicotinamide FC=1C=NC(=NC1)C=1C(=C(C=CC1)NC1=CC(=NC=C1C(=O)NC([2H])([2H])[2H])NC1=NN(C=C1)C)OC